C(C1=CC=CC=C1)N1CC(CCC1)C1=CC=NC=2N1N=C(C2CCCNC(OC(C)(C)C)=O)C tert-Butyl (3-(7-(1-benzylpiperidin-3-yl)-2-methylpyrazolo[1,5-a]pyrimidin-3-yl)propyl)carbamate